FC(C=1C=C(C=C(C1)C(F)(F)F)C1=C(C=CC=C1)B(C1=CC=CC=C1)C1=CC=CC=C1)(F)F [3,5-bis(trifluoromethyl)phenyl]triphenylboron